O[C@@H](C[C@H](CC1=CC=CC=C1)NC([C@H](C(C)C)NC(=O)N(C)CC=1N=C(SC1)C(C)C)=O)[C@H](CC1=CC=CC=C1)NC(OCC1=CN=CS1)=O 5-thiazolylmethyl ((alphaS)-alpha-((1S,3S)-1-hydroxy-3-((2S)-2-(3-((2-isopropyl-4-thiazolyl)methyl)-3-methylureido)-3-methylbutyramido)-4-phenylbutyl)phenethyl)carbamate